C(C)(C)C1=C(NC2=CN=C(C=C21)C2CCC(CC2)N2CC1(COC1)C2)C=2C=C(C=1N(C2)N=CN1)OC 6-(4-(3-isopropyl-2-(8-methoxy-[1,2,4]triazolo[1,5-a]pyridin-6-yl)-1H-pyrrolo[2,3-c]pyridin-5-yl)cyclohexyl)-2-oxa-6-azaspiro[3.3]heptane